tert-butyl N-[(3S)-1-[4-chloro-3-(4-cyano-3-fluoro-Phenyl)benzoyl]pyrrolidin-3-yl]carbamate ClC1=C(C=C(C(=O)N2C[C@H](CC2)NC(OC(C)(C)C)=O)C=C1)C1=CC(=C(C=C1)C#N)F